2,6-Dimethyloctan-1-yl Palmitoyl Ether C(CCCCCCCCCCCCCCC)(=O)OCC(CCCC(CC)C)C